(R)-N-(4-(4-amino-7-methyl-5-(4-(pyrrolidine-1-carbonyl)cyclohex-1-en-1-yl)-7H-pyrrolo[2,3-d]pyrimidin-6-yl)-3-methylphenyl)acrylamide NC=1C2=C(N=CN1)N(C(=C2C2=CC[C@@H](CC2)C(=O)N2CCCC2)C2=C(C=C(C=C2)NC(C=C)=O)C)C